FC(C1=NN=C(O1)C=1C=CC(=NC1)CN1C(SC2=C1C=CC(=C2)C2CCN(CC2)C)=O)F 3-((5-(5-(difluoromethyl)-1,3,4-oxadiazol-2-yl)pyridin-2-yl)methyl)-6-(1-methylpiperidin-4-yl)benzo[d]thiazol-2(3H)-one